N-((1-(methylsulfonyl)cyclopropyl)methyl)pyrrolidin-3-amine CS(=O)(=O)C1(CC1)CNC1CNCC1